5-phenyl-2-(trifluoromethylthio)-6,7-dihydro-5H-pyrrolo[1,2-b][1,2,4]triazole C1(=CC=CC=C1)C1CCC=2N1N=C(N2)SC(F)(F)F